(7-((2S,5R)-4-(1-(3,3-dimethyl-2,3-dihydro-[1,4]dioxino[2,3-b]pyridin-6-yl)ethyl)-2,5-dimethylpiperazin-1-yl)-4-methyl-5-oxo-4,5-dihydro-2H-pyrazolo[4,3-b]pyridin-2-yl)acetonitrile CC1(COC=2C(=NC(=CC2)C(C)N2C[C@@H](N(C[C@H]2C)C=2C=3C(N(C(C2)=O)C)=CN(N3)CC#N)C)O1)C